1-(2-Chloro-4-methoxyphenyl)-N-(3-fluoro-4-((3-fluoro-6,7-dimethoxy-1,5-naphthyridin-4-yl)oxy)phenyl)-2-oxo-6-(trifluoromethyl)-1,2-dihydropyridine-3-carboxamide ClC1=C(C=CC(=C1)OC)N1C(C(=CC=C1C(F)(F)F)C(=O)NC1=CC(=C(C=C1)OC1=C(C=NC2=CC(=C(N=C12)OC)OC)F)F)=O